21-isopropyl-14,19,22-trioxo-24-(3-ureidopropyl)-2,5,8,11-tetraoxo-15,20,23-triazapentacosane C(C)(C)C(NC(CCCNC(CCC(CCC(CCC(CCC(C)=O)=O)=O)=O)=O)=O)C(NC(C)CCCNC(=O)N)=O